5-[[6-[3-(4-amino-1-isopropyl-pyrazolo[3,4-d]pyrimidin-3-yl)-5-cyclopropyl-isoxazol-4-yl]-3-pyridyl]methylamino]-5-oxo-pentanoic acid trifluoroacetate FC(C(=O)O)(F)F.NC1=C2C(=NC=N1)N(N=C2C2=NOC(=C2C2=CC=C(C=N2)CNC(CCCC(=O)O)=O)C2CC2)C(C)C